O.O.O.[F-].C(CCC)[N+](CCCC)(CCCC)CCCC tetrabutylammonium fluoride trihydrate